6-bromo-7-chloro-3-ethyl-N-methoxy-N-methylimidazo[1,2-a]pyridine-2-carboxamide BrC=1C(=CC=2N(C1)C(=C(N2)C(=O)N(C)OC)CC)Cl